NC1=CC=C(C(=O)NC2(CC(=CC=C2)OC=2CC(C=CC2)(NC(C2=CC=C(C=C2)N)=O)NC(C2=CC=C(C=C2)O)=O)NC(C2=CC=C(C=C2)O)=O)C=C1 [3-(4-amino-benzamido)-3-(4-hydroxybenzamido) phenyl] ether